1-(3-(pentafluorosulfanyl)phenyl)ethan-1-amine hydrochloride Cl.FS(C=1C=C(C=CC1)C(C)N)(F)(F)(F)F